(2-thienyl)imidazo[1,2-a]pyridine S1C(=CC=C1)C=1N=C2N(C=CC=C2)C1